tert-butyl N-hydroxy-N-[(1S)-3-hydroxy-1-(2-pyridyl)propyl]carbamate ON(C(OC(C)(C)C)=O)[C@@H](CCO)C1=NC=CC=C1